6-(1H-pyrazol-4-yl)-N-(pyridin-4-ylmethyl)-1H-pyrrolo[2,3-b]pyridine-3-carboxamide N1N=CC(=C1)C1=CC=C2C(=N1)NC=C2C(=O)NCC2=CC=NC=C2